C(C)OC=1C=C(C=2N(C1)N=C1C2C=NN1)C=1C=CC(=NC1)N1CCCCC1 (3R,4S)-1-(5-(6-ethoxy-1H-pyrazolo[3',4':3,4]pyrazolo[1,5-a]pyridin-4-yl)pyridin-2-yl)piperidin